piperazinesultone 1-methylazetidin-3-yl-(S)-2-(4-((7-(2-ethyl-3-methylbutyl)-7H-pyrrolo[2,3-d]pyrimidin-2-yl)amino)-1H-pyrazol-1-yl)acetate CN1CC(C1)[C@@H](C(=O)O)N1N=CC(=C1)NC=1N=CC2=C(N1)N(C=C2)CC(C(C)C)CC.N21CCNCC2OS1(=O)=O